OC1=C(C=C(C=C1)N1C(=NC2=C1C=CC=C2)C=2C(=C(C=CC2)O)OC)OC (1-(4-hydroxy-3-methoxyphenyl)-1H-benzo[d]imidazole-2-yl)-2-methoxyphenol